C(#N)C=1C=C(C=CC1)C=1N=C(SC1C=1C=C2C(=NC=NC2=CC1)C)NC(=O)N1C[C@H](NCC1)C(C)(C)O (3S)-N-[4-(3-Cyanophenyl)-5-(4-methylquinazolin-6-yl)thiazol-2-yl]-3-(1-hydroxy-1-methyl-ethyl)piperazine-1-carboxamide